CC=1SC=C2C1CC1(CC2)OCCO1 methylspiro[1,3-dioxolane-2,6'-5,7-dihydro-4H-2-benzothiophene]